NC1C(C2CCC1CC2)C(=O)OC (±)-trans-methyl 3-aminobicyclo[2.2.2]octane-2-carboxylate